C(CC)C=1OC=CC1 2-propylfuran